C(CCCC#CC)=O hept-5-yn-1-one